N-((1R)-3-cyano-3-azabicyclo[3.2.0]heptan-1-yl)-5-(3-(4-fluorophenoxy)pyridin-4-yl)-1H-pyrazole-3-carboxamide C(#N)N1C[C@]2(CCC2C1)NC(=O)C1=NNC(=C1)C1=C(C=NC=C1)OC1=CC=C(C=C1)F